ClC1=C(OCN2C(=NC=C2[N+](=O)[O-])C)C(=CC(=C1)[N+](=O)[O-])Cl 1-(2,6-Dichloro-4-nitro-phenoxymethyl)-2-methyl-5-nitro-1H-imidazole